BrCCOC1=CC=C(C=C1)\N=N\C1=CC=C(OCCN2C3=CC=CC=C3C=3C=CC=CC23)C=C1 (E)-9-(2-(4-((4-(2-bromoethoxy)phenyl)azo)phenoxy)ethyl)-9H-carbazole